NC1=NC=CC2=C1N(C(N2[C@H]2CN(CCC2)C(=O)C(C#N)=CC2CCOCC2)=O)C2=CC=C(C=C2)OC2=CC=CC=C2 (R)-2-(3-(4-amino-2-oxo-3-(4-phenoxyphenyl)-2,3-dihydro-1H-imidazo[4,5-c]pyridin-1-yl)piperidine-1-carbonyl)-3-(tetrahydro-2H-pyran-4-yl)acrylonitrile